ClC=1C=C(N)C=CC1OC1CC2C(CN(C2)C)C1 3-chloro-4-((2-methyloctahydrocyclopenta[c]pyrrol-5-yl)oxy)aniline